IC1=CC=C(C=C1)C(C(=O)OC)(C)C methyl 2-(4-iodophenyl)-2-methylpropionate